FC1(CCC(CC1)[C@@H](C(NC1=NC=CC(=C1)C[C@@H]1C(N[C@@H](C1)C(F)(F)F)=O)=O)NC(=O)C1=CC=NN1C(C)C)F N-((S)-1-(4,4-difluorocyclohexyl)-2-oxo-2-((4-(((3S,5S)-2-oxo-5-(trifluoromethyl)pyrrolidin-3-yl)methyl)pyridin-2-yl)amino)ethyl)-1-isopropyl-1H-pyrazole-5-carboxamide